N,1,3-trimethyl-4,5,6,7-tetrahydro-2-benzothiophen-5-amine hydrochloride Cl.CNC1CC=2C(=C(SC2C)C)CC1